C(C)(C)(C)C1=CC=C(C=C1)C1(C=CC2=C(SC3=C2SC2=C3C=CC(=C2)N(C2=CC=C(C=C2)C(C)(C)C)C2=CC=C(C=C2)C(C)(C)C)C1)NC1=CC=C(C=C1)C(C)(C)C 2,N2,N7,N7-tetrakis[4-(tert-butyl)phenyl]benzo[b]benzo[4,5]thieno[2,3-d]thiophene-2,7-diamine